ClC=1C=C(C=CC1OCC1CC1)C1=CC=CNN1CC=1C(=NC=CC1)N1CC(OCC1)CC 6-[3-chloro-4-(cyclopropylmethoxy)phenyl]-N-[[2-(2-ethylmorpholin-4-yl)-3-pyridyl]methyl]pyridazine